Cl.C(C)OC(=O)C1(CCNCC1)CC(=O)OCC 4-(2-ethoxy-2-oxo-ethyl)piperidine-4-carboxylic acid ethyl ester, hydrochloride salt